BrC=1C=C(C(=NC1)OC)C(=O)N[C@@H]1C2CCC([C@@H]1C(NC1=CC(=C(C=C1)F)C(F)(F)F)=O)C2=C(C)C 5-Bromo-N-[(2r,3s)-3-{[4-fluoro-3-(trifluoromethyl)phenyl]carbamoyl}-7-(prop-2-ylidene)bicyclo[2.2.1]hept-2-yl]-2-methoxypyridine-3-carboxamide